N-[3-(phenylsulfonyloxy)phenyl]-N'-[3-(mesitylenesulfonyloxy)phenyl]urea C1(=CC=CC=C1)S(=O)(=O)OC=1C=C(C=CC1)NC(=O)NC1=CC(=CC=C1)OS(=O)(=O)C1=C(C=C(C=C1C)C)C